F[Sb-](F)(F)(F)(F)F.OC1=CC=C(C=C1)[S+](C)CC1=CC=CC=C1 4-hydroxyphenylbenzylmethylsulfonium hexafluoroantimonate